(R)-N,N,2-trimethyl-4-(2-(5-methyl-2-(3-oxo-3-((tetrahydro-2H-pyran-3-yl)amino)propyl)-1,2,3,4-tetrahydroisoquinolin-7-yl)-5H-pyrrolo[2,3-b]pyrazin-7-yl)benzamide copper iron tin [Sn].[Fe].[Cu].CN(C(C1=C(C=C(C=C1)C1=CNC2=NC=C(N=C21)C2=CC(=C1CCN(CC1=C2)CCC(N[C@H]2COCCC2)=O)C)C)=O)C